O1CCN(CC1)C=1OC2=C(N1)C=C(C(=C2)[N+](=O)[O-])C(=O)OC methyl 2-morpholino-6-nitrobenzo[d]oxazole-5-carboxylate